C(C)(C)(C)OC(=O)NC(C(=O)O)CC1=CC(=C(C=C1)O)I 2-(tert-Butoxycarbonylamino)-3-(4-hydroxy-3-iodophenyl)propionic acid